C(CCC)NC1=NC(=C(C(=N1)N)I)C Butyl-5-iodo-6-methylpyrimidine-2,4-diamine